benzyl 3-chloro-2-((chlorosulfonyl)methyl)-7,8-dihydro-4H-pyrazolo[1,5-a][1,4]diazepine-5(6H)-carboxylate ClC=1C(=NN2C1CN(CCC2)C(=O)OCC2=CC=CC=C2)CS(=O)(=O)Cl